[Na].[Cl-].C(=O)(O)C=1C=[N+](C=CC1)CC1=CC=CC=C1 3-carboxy-1-(phenylmethyl)pyridinium chloride sodium salt